C[C@@]12C=CC[C@H]1[C@@H]1CC[C@H]3C[C@@H](CC[C@]3(C)[C@H]1CC2)O 5α-androst-16-en-3α-ol